dibutyltin bis(6-methylaminohexanoate) CNCCCCCC(=O)[O-].CNCCCCCC(=O)[O-].C(CCC)[Sn+2]CCCC